(3S)-3-({1-cyclopentyl-5-[2-(trifluoromethyl)phenyl]-1H-pyrazol-3-yl}formamido)-5-(3,3-difluoroazetidin-1-yl)pentanoic acid C1(CCCC1)N1N=C(C=C1C1=C(C=CC=C1)C(F)(F)F)C(=O)N[C@H](CC(=O)O)CCN1CC(C1)(F)F